FC(C1=NN=C(O1)C1=CC=C(CN2N=C(N=N2)C=2C=C(N)C=CC2)C=C1)F 3-(2-(4-(5-(difluoromethyl)-1,3,4-oxadiazol-2-yl)benzyl)-2H-tetrazol-5-yl)aniline